C(=C)C1=CC=C(CNCCC)C=C1 4-vinyl-N-propylbenzylamine